NC1CCN(CC1)C1=NC(=C2N=CN(C2=N1)C(C)C)NCC1=C(C=CC=C1)N1N=C(C=C1)C(=O)N1CCN(CC1)C (1-(2-(((2-(4-aminopiperidin-1-yl)-9-isopropyl-9H-purin-6-yl)amino)methyl)phenyl)-1H-pyrazol-3-yl)(4-methylpiperazin-1-yl)methanone